8-[(2S,5R)-4-[(2-cyclopropyl-1,3-thiazol-4-yl)(4-fluorophenyl)methyl]-2,5-dimethylpiperazin-1-yl]-5-methyl-6-oxo-5,6-dihydro-1,5-naphthyridine-2-carbonitrile C1(CC1)C=1SC=C(N1)C(N1C[C@@H](N(C[C@H]1C)C1=CC(N(C=2C=CC(=NC12)C#N)C)=O)C)C1=CC=C(C=C1)F